Tert-butyl 3-(2-chloro-4-(oxetan-3-ylamino)phenyl)-1,4-oxazepane-4-carboxylate ClC1=C(C=CC(=C1)NC1COC1)C1COCCCN1C(=O)OC(C)(C)C